O1C(CCCC1)OCC\C=C/C[C@@H]1[C@@H](C1)C=O (1R,2S)-2-[(Z)-5-tetrahydropyran-2-yloxypent-2-enyl]Cyclopropanecarboxaldehyde